4-(3-((5-bromo-2-((1-(2-(dimethylamino)ethyl)-3-methyl-1H-pyrazol-4-yl)amino)pyrimidin-4-yl)amino)propyl)-1,4-oxazepan-3-one BrC=1C(=NC(=NC1)NC=1C(=NN(C1)CCN(C)C)C)NCCCN1C(COCCC1)=O